C(C)N1CC2(OC3(CC3)C1=O)CCN(CC2)C(=O)OC(C)(C)C tert-butyl 12-ethyl-13-oxo-4-oxa-8,12-diazadispiro[2.1.5.3]tridecane-8-carboxylate